(2-cyclopropyl-2-(3-((3-((diisopropylamino)methyl)-4-(5-fluoro-2-methoxypyridin-4-yl)benzyl)oxy)phenyl)ethyl)(ethyl)phosphinic acid C1(CC1)C(CP(O)(=O)CC)C1=CC(=CC=C1)OCC1=CC(=C(C=C1)C1=CC(=NC=C1F)OC)CN(C(C)C)C(C)C